(2E)-3-(4-Fluorophenyl)-1-(4-hydroxyphenyl)prop-2-en-1-one FC1=CC=C(C=C1)/C=C/C(=O)C1=CC=C(C=C1)O